N=1C=NN2C1C(=CC=C2)C2=CC(=NC=C2C(=O)NC=2SC(=NN2)OC)C 4-((1,2,4)triazolo(1,5-a)pyridin-8-yl)-N-(5-methoxy-1,3,4-thiadiazol-2-yl)-6-methylnicotinamide